O=C1NC(CCC1N1C(N(C2=C1C=CC(=C2)C2CCN(CC2)CC2CCC(CC2)NC(OC(C)(C)C)=O)C)=O)=O Tert-butyl N-[4-[[4-[1-(2,6-dioxo-3-piperidyl)-3-methyl-2-oxo-benzimidazol-5-yl]-1-piperidyl]methyl]cyclohexyl]carbamate